NCC(=O)N[C@H](C(=O)N1[C@@H](C[C@H](C1)O)C(=O)NCC1=CC=C(C=C1)C1=C(N=CS1)C)C(C)(C)C (2S,4R)-1-((S)-2-(2-Aminoacetylamino)-3,3-dimethylbutyryl)-4-hydroxy-N-(4-(4-methylthiazol-5-yl)benzyl)pyrrolidine-2-carboxamide